(2R,3S,4R,5R)-5-(2,4-dioxo-3,4-dihydropyrimidin-1(2H)-yl)-4-hydroxy-2-(hydroxymethyl)tetrahydrofuran-3-yl nitrate [N+](=O)(O[C@@H]1[C@H](O[C@H]([C@@H]1O)N1C(NC(C=C1)=O)=O)CO)[O-]